N-(4-methoxybenzyl)-8-(1-methyl-1H-pyrazol-4-yl)-2-(morpholin-4-yl)pyrazolo[1,5-a][1,3,5]triazin-4-amine COC1=CC=C(CNC2=NC(=NC=3N2N=CC3C=3C=NN(C3)C)N3CCOCC3)C=C1